C(C=C)(=O)OCP(=O)=C(O)C[N+](C)(C)C acryloyloxymethylphosphorylcholine